5-[cis-4-(2-cyano-4-methylphenoxy)-2-ethylpiperidin-1-yl]-2'-ethoxy-N-[(3R)-1-methylpyrrolidin-3-yl]-[2,3'-bipyridine]-6-carboxamide C(#N)C1=C(O[C@@H]2C[C@@H](N(CC2)C=2C=CC(=NC2C(=O)N[C@H]2CN(CC2)C)C=2C(=NC=CC2)OCC)CC)C=CC(=C1)C